C(#N)C=1C=CC(=C(C1)NC(C1=C(C=C(C=C1)C(F)(F)F)OC1=CC=C(C=C1)F)=O)C N-(5-cyano-2-methylphenyl)-2-(4-fluorophenoxy)-4-(trifluoromethyl)benzamide